COC(=O)C=1C=C(C=2N(C1)C=C(N2)C2CCOCC2)Cl 8-chloro-2-(tetrahydro-2H-pyran-4-yl)imidazo[1,2-a]pyridine-6-carboxylic acid methyl ester